C(C)(=O)C1CCN(CC1)C1=NC=C(C=N1)CC(=O)NC(C=1OC(=CC1)C)C1=C(C=C(C=C1)C)N1CCCCC1 2-[2-(4-acetylpiperidin-1-yl)pyrimidin-5-yl]-N-{[4-methyl-2-(piperidin-1-yl)phenyl](5-methylfuran-2-yl)methyl}acetamide